C1(CC1)CN1C(=CC2=CC(=CC(=C12)C1=CC=NN1CC)C(=O)N1CC=2N(N=CC2C1)CC)C=1CNCCC1 (1-(Cyclopropylmethyl)-7-(1-ethyl-1H-pyrazol-5-yl)-2-(1,2,5,6-tetrahydropyridin-3-yl)-1H-indol-5-yl)(1-ethylpyrrolo[3,4-c]pyrazol-5(1H,4H,6H)-yl)methanone